tert-butyl 6-(5-chloro-2-fluorophenyl)-8-[5-(prop-2-enamido)pyridin-3-yl]-2H,3H,4H-pyrido[3,2-b][1,4]oxazine-4-carboxylate ClC=1C=CC(=C(C1)C=1C=C(C=2OCCN(C2N1)C(=O)OC(C)(C)C)C=1C=NC=C(C1)NC(C=C)=O)F